C(C)(C)(C)OC(NCC1=CC(=NC=C1)Cl)=O tert-Butyl-(2-chloropyridin-4-yl)methylcarbamate